C(C=C)(=O)OCCC([N+](=O)[O-])[N+](=O)[O-] dinitropropyl acrylate